(4R)-4-[3-[3-[4-(6,6-Difluoro-2-azaspiro[3.3]heptan-2-yl)phenyl]azetidin-1-yl]-3-oxo-propyl]oxazolidin-2-one FC1(CC2(CN(C2)C2=CC=C(C=C2)C2CN(C2)C(CC[C@H]2NC(OC2)=O)=O)C1)F